CC(C)(C1=CC=CC=C1)OC(=O)C1=CC=CC2=CC=CC=C12 Naphthalene-1-carboxylic acid-1-methyl-1-phenylethyl ester